1-ethyl-N-((S)-((1r,4S)-4-methylcyclohexyl)(6-(((S)-2-oxopiperidin-3-yl)methyl)imidazo[1,2-b]pyridazin-2-yl)methyl)-1H-pyrazole-5-carboxamide C(C)N1N=CC=C1C(=O)N[C@H](C=1N=C2N(N=C(C=C2)C[C@H]2C(NCCC2)=O)C1)C1CCC(CC1)C